COC([C@@H](CCCCNC(=O)OC(C)(C)C)NC([C@@H](CCC(NC(C1=CC=CC=C1)(C1=CC=CC=C1)C1=CC=CC=C1)=O)NC([C@@H](CC1=CC=CC=C1)NC(=O)OCC1=CC=CC=C1)=O)=O)=O (2R)-2-[[(2R)-2-[[(2R)-2-(benzyloxycarbonylamino)-3-phenyl-propionyl]amino]-5-oxo-5-(tritylamino)pentanoyl]amino]6-(tert-butoxycarbonylamino)hexanoic acid methyl ester